8'-oxo-8'H-spiro[cyclopentane-1,5'-indolizine] O=C1C=CC2(N3C=CC=C13)CCCC2